C(C)N1C[C@@H](CCC1)NC=1C=2N(C(=NN1)SC)C=CN2 N-[(3R)-1-ethyl-3-piperidyl]-5-methylsulfanyl-imidazo[1,2-d][1,2,4]triazin-8-amine